3-(hydroxymethyl)-3-nitrocyclobutane-1-carboxylic acid OCC1(CC(C1)C(=O)O)[N+](=O)[O-]